(rac)-4-(1-(1-(2,2,2-Trifluoroethyl)-1H-pyrazol-3-yl)propyl)pyridine FC(CN1N=C(C=C1)[C@H](CC)C1=CC=NC=C1)(F)F |r|